ClC1=C(C(=O)[O-])C=CC=C1C1=NSC=N1 2-chloro-3-(1,2,4-thiadiazol-3-yl)benzoate